NC(C(CCC(=O)OC(C)(C)C)N1C(C2=CC=C(C=C2C1)C=1C=NN(C1C1=CC=CC=C1)CC(F)(F)F)=O)=O tert-butyl 5-amino-5-oxo-4-[1-oxo-5-[5-phenyl-1-(2,2,2-trifluoroethyl)pyrazol-4-yl]isoindolin-2-yl]pentanoate